diphenyl-(4-thiophenyl)phenyl-sulfonium hexafluoroantimonate F[Sb-](F)(F)(F)(F)F.C1(=CC=CC=C1)C=1C(=C(C=CC1)[SH+]C=1C=CSC1)C1=CC=CC=C1